C(C1=CC=CC=C1)OC(=O)N1[C@H](C(C[C@H]1C)=NO)CO[C@@H]1CC[C@@H](CC1)C1=CC=CC=C1 Benzyl-(2R,5R)-3-(hydroxyimino)-5-methyl-2-({[(CIS)-4-phenylcyclohexyl] oxy} methyl)pyrrolidine-1-carboxylate